P(=O)(OC(CC)C(C)Cl)(OC(CC)C(C)Cl)OC(CC)C(C)Cl tri(1-chloro-ethyl propyl) phosphate